C(C1=CC=CC=C1)C=1OC2=C(C1N1C(N(C(CC1)=O)CC1=CC=C(C=C1)OC)=O)C=CC(=C2)C(=O)N benzyl-3-(3-(4-methoxybenzyl)-2,4-dioxotetrahydropyrimidin-1(2H)-yl)benzofuran-6-carboxamide